1-[1-(diphenylmethyl)azetidin-3-yl]-1H-pyrazole-4-carboxylic acid C1(=CC=CC=C1)C(N1CC(C1)N1N=CC(=C1)C(=O)O)C1=CC=CC=C1